C(C)(C)(C)OC(NC1CC(C1)N/1C(N2C(C3=CC(=C(C=C3CC2)OC)OC)=C\C1=N/C1=C(C=C(C=C1C(C)C)C)C(C)C)=O)=O (E)-(3-(2-((2,6-diisopropyl-4-methylphenyl)imino)-9,10-dimethoxy-4-oxo-6,7-dihydro-2H-pyrimido[6,1-a]isoquinolin-3(4H)-yl)cyclobutyl)carbamic acid tert-butyl ester